FC(CS(=O)(=O)Cl)(C(F)F)F 2,2,3,3-tetrafluoropropanesulfonic acid chloride